7-{3-[4-(ethoxycarbonyl)-1H-pyrazol-1-yl]azetidin-1-yl}-6-fluoro-4-oxo-1-(1,2,4-thiadiazol-5-yl)-1,4-dihydro-1,8-naphthyridine-3-carboxylic acid C(C)OC(=O)C=1C=NN(C1)C1CN(C1)C1=C(C=C2C(C(=CN(C2=N1)C1=NC=NS1)C(=O)O)=O)F